FC=1C=C(C=NC1)NC(=O)C=1C=C2C(=NC1)NC=C2C2=CC1=C(C=N2)N=C(N1C(C)C)C N-(5-fluoropyridin-3-yl)-3-(1-isopropyl-2-methyl-1H-imidazo[4,5-c]pyridin-6-yl)-1H-pyrrolo[2,3-b]pyridine-5-carboxamide